N-(2-aminoethyl)-5-(2-ethoxypyridin-3-yl)-2-[(2R)-2-ethyl-4-[2-(pyrrolidin-1-yl)-6-(trifluoromethyl)pyridine-3-carbonyl]piperazin-1-yl]benzamide NCCNC(C1=C(C=CC(=C1)C=1C(=NC=CC1)OCC)N1[C@@H](CN(CC1)C(=O)C=1C(=NC(=CC1)C(F)(F)F)N1CCCC1)CC)=O